CN(CC1=C(C=C(C=C1)[N+](=O)[O-])C(F)(F)F)CC N-methyl-N-(4-nitro-2-(trifluoromethyl)benzyl)ethylamine